C1(=C(C=CC=C1)C1=C2C=CC=CC2=C(C2=CC=CC=C12)B(O)O)C1=CC=CC=C1 (10-(1,1'-biphenyl)-2-yl-9-anthracenyl)boronic acid